3-(1-acryloylpyrrolidin-3-yl)-1-(4-(trifluoromethyl)phenyl)quinazoline C(C=C)(=O)N1CC(CC1)N1CN(C2=CC=CC=C2C1)C1=CC=C(C=C1)C(F)(F)F